ethyl 6-(4-fluorophenyl)-1H-indole-2-carboxylate FC1=CC=C(C=C1)C1=CC=C2C=C(NC2=C1)C(=O)OCC